C1(CC1)C=1C=NN(C1CO[C@H]1[C@@H]2[C@H](N([C@H](C1)C2)C2=CC(=C(C(=O)O)C=C2)F)C)C2=C(C=CC=C2Cl)Cl 4-[(1S,3R,4S,5R)-5-[[4-cyclopropyl-1-(2,6-dichlorophenyl)-1H-pyrazol-5-yl]methoxy]-3-methyl-2-azabicyclo[2.2.1]heptan-2-yl]-2-fluorobenzoic acid